O1C(=NC2=C1C=CC=C2)C(=O)NCCOC=2C=CC=C1CCN([C@@H](C21)CN2C(C1=CC=CC=C1C2=O)=O)C(=O)[C@H]2[C@H](CCCC2)C(=O)O (1S,2R)-2-((S)-8-(2-(Benzo[d]oxazole-2-carboxamido)ethoxy)-1-((1,3-dioxoisoindolin-2-yl)methyl)-1,2,3,4-tetrahydroisoquinoline-2-carbonyl)cyclohexane-1-carboxylic acid